3-(1H-pyrazol-4-yl)azetidine-1-carboxylic acid tert-butyl ester C(C)(C)(C)OC(=O)N1CC(C1)C=1C=NNC1